2-((2S)-1-Acryloyl-4-(7-(3,4-dihydroquinolin-1(2H)-yl)-2-(4-methyl-3-oxopiperazin-1-yl)-5,6,7,8-tetrahydroquinazolin-4-yl)piperazin-2-yl)acetonitrile C(C=C)(=O)N1[C@H](CN(CC1)C1=NC(=NC=2CC(CCC12)N1CCCC2=CC=CC=C12)N1CC(N(CC1)C)=O)CC#N